ClC1=C(C(=CC=C1Cl)OCOC)[C@H]1CC(CN1S(=O)(=O)C1=CC=C(C=C1)C)C(=O)OCC ethyl (5R)-5-[2,3-dichloro-6-(methoxymethoxy)phenyl]-1-(4-methylbenzenesulfonyl)pyrrolidine-3-carboxylate